FC1(OC2=C(O1)C=CC(=C2)[C@H](C)OC=2C=C(C=NC2F)B(O)O)F (S)-(5-(1-(2,2-difluorobenzo[d][1,3]dioxol-5-yl)ethoxy)-6-fluoropyridin-3-yl)boronic acid